C1CC12CCN(CC2)C=2C=C(C=CC2C=2N=CN(C2)C2=CC(=NC(=C2)C)N2CCC(CC2)(F)F)C(CO)S(=O)(=O)N (3-{6-azaspiro[2.5]oct-6-yl}-4-{1-[2-(4,4-difluoropiperidin-1-yl)-6-methylpyridin-4-yl]-1H-imidazol-4-yl}phenyl)-2-hydroxyethane-1-sulfonamide